chloro-2-(1-((4,4-difluorocyclohexyl)methyl)-1H-pyrazol-4-yl)-7-((7-fluoro-2-methyl-1H-benzo[d]imidazol-6-yl)oxy)quinoxaline ClC=1C(=NC2=CC(=CC=C2N1)OC=1C=CC2=C(NC(=N2)C)C1F)C=1C=NN(C1)CC1CCC(CC1)(F)F